C1=CC(=CC=2SC3=C(C21)C=CC=C3)[13C](=O)O dibenzothiophene-3-carboxylic acid-13C